Cl.NCCCCCCCCCCC(=O)OCC=C Allyl 11-aminoundecanoate hydrochloride